5-(N-PROPOXY)PYRAZINE-2-BORONIC ACID B(C1=CN=C(C=N1)OCCC)(O)O